7,8-dioxabicyclo[3.2.1]octan-2-one C12C(CCC(CO1)O2)=O